3,5-DIMETHYL-PYRROLE-2,4-DICARBOXALDEHYDE CC1=C(NC(=C1C=O)C)C=O